4-trichloroacetyl-2,3-dihydrofuran ClC(C(=O)C=1CCOC1)(Cl)Cl